FC=1C=C2[C@H]3CCCN3C=3C=CN4N=CC(NC(C(COC2=CC1)(C)C)=O)=C4N3 (6R)-9-fluoro-15,15-dimethyl-13-oxa-2,17,20,21,24-pentaazapentacyclo[16.5.2.02,6.07,12.021,25]pentacosane-1(24),7,9,11,18(25),19,22-heptaene-16-one